caproate (cis-3-Hexenyl hexanoate) C(=C/CCCC)/C(CC(=O)O)CCC.C(CCCCC)(=O)O